2-hydroxy-3-(oxetan-3-ylmethyl)cyclohepta-2,4,6-trien OC=1CC=CC=CC1CC1COC1